FC=1C=C(C=CC1OCCCCCCCCCCCCCCCCCCCC)S(=O)(=O)C1=NC2=CC=C(C=C2C=C1)SC (3-fluoro-4-(icosyloxy)phenyl)sulfonyl-6-(methylthio)quinoline